OC12C(=NC3=CN=CC=C3C1=O)N(CC2)C2=CC(=NC=C2)OC 3a-hydroxy-1-(2-methoxypyridin-4-yl)-1H,2H,3H,3aH,4H-pyrrolo[2,3-b]1,7-naphthyridin-4-one